N-(1-ethyl-2-oxo-1,2-dihydropyridin-4-yl)acetamide C(C)N1C(C=C(C=C1)NC(C)=O)=O